4-Isopropylphenol C(C)(C)C1=CC=C(C=C1)O